1-(4-(5-chloro-7-fluoro-6-(2-fluoro-5-hydroxyphenyl)benzo[c]isothiazol-3-yl)piperazin-1-yl)prop-2-en-1-one ClC1=CC=2C(=NSC2N2CCN(CC2)C(C=C)=O)C(=C1C1=C(C=CC(=C1)O)F)F